ethyl 3,3,3-trifluoro-2-oxopropanoate FC(C(C(=O)OCC)=O)(F)F